3-methyl-5-(4,4,5,5-tetramethyl-1,3,2-dioxaborolan-2-yl)-1H-pyrazole CC1=NNC(=C1)B1OC(C(O1)(C)C)(C)C